N-(3-cyano-4-fluorobenzyl)-1-(trifluoromethyl)cyclopropane-1-carboxamide C(#N)C=1C=C(CNC(=O)C2(CC2)C(F)(F)F)C=CC1F